C1(CC1)[C@]1(C(N(C[C@H]1C)C=1C=2N(C=C(N1)C=1C=NN(C1)CC)N=CC2)=O)C#N (3R,4S)-3-cyclopropyl-1-[6-(1-ethylpyrazol-4-yl)pyrazolo[1,5-a]pyrazin-4-yl]-4-methyl-2-oxopyrrolidine-3-carbonitrile